N-[(3,5-Dimethyl-phenyl)-methyl]-2-ethylsulfanyl-4-methyl-6-morpholin-4-yl-pyridine-3-carboxylic acid amide CC=1C=C(C=C(C1)C)CNC(=O)C=1C(=NC(=CC1C)N1CCOCC1)SCC